4-[2-[(2-methylpyrimidin-4-yl)amino]-4-pyridinyl]-1H-pyridin-2-one CC1=NC=CC(=N1)NC1=NC=CC(=C1)C1=CC(NC=C1)=O